ClC1=C2C(=CNC2=C(C=C1)N1CCC(CC1)C1=NC=C(C=C1)N1CCC(CC1)CN1CCC(CC1)N1C=CC2=C(C=CC=C12)N1C(NC(CC1)=O)=O)C#N 4-Chloro-7-(4-{5-[4-({4-[4-(2,4-dioxo-1,3-diazinan-1-yl)-1H-indol-1-yl]piperidin-1-yl}methyl)piperidin-1-yl]pyridin-2-yl}piperidin-1-yl)-1H-indole-3-carbonitrile